(S)-N1-(1-(2-((1R,2R,4S)-bicyclo[2.2.1]heptan-2-ylamino)-2-oxoethyl)-2-oxo-1,2-dihydropyridin-3-yl)-N6-methyl-2-(4-methyl-1,2,3-thiadiazole-5-carboxamido)-5-oxohexanediamide [C@@H]12[C@@H](C[C@@H](CC1)C2)NC(CN2C(C(=CC=C2)NC([C@H](CCC(C(=O)NC)=O)NC(=O)C2=C(N=NS2)C)=O)=O)=O